O=C1NC2=CC(=CC=C2CC1)O[C@H]1C[C@@H](N(C1)C(=O)OC(C)(C)C)COC1=CC(=CC=2OC(OC(C21)=O)(C)C)C tert-Butyl (2R,4S)-4-((2-oxo-1,2,3,4-tetrahydroquinolin-7-yl)oxy)-2-(((2,2,7-trimethyl-4-oxo-4H-benzo[d][1,3]dioxin-5-yl)oxy)methyl)pyrrolidin-1-carboxylate